O=C1N(CCN1C1=CC=CC=C1)C1CN(CCC1)C=1N=NC(=CN1)C(=O)N 3-(3-(2-oxo-3-phenylimidazolin-1-yl)piperidin-1-yl)-1,2,4-triazin-6-carboxamide